pyridazine-4-carboxylic acid trifluoroacetic acid salt FC(C(=O)O)(F)F.N1=NC=C(C=C1)C(=O)O